N-(5-{[4-(1H-Indol-3-yl)-5-methylpyrimidin-2-yl]amino}-4-methoxy-2-[4-methylpiperazin-1-yl]phenyl)prop-2-Enamide N1C=C(C2=CC=CC=C12)C1=NC(=NC=C1C)NC=1C(=CC(=C(C1)NC(C=C)=O)N1CCN(CC1)C)OC